ClC(C1=NC(=NO1)C1=CC=2N(C=C1)C=C(N2)CC(=O)N=S(=O)(CC=2C=NN(C2)C)C)(F)F 2-(7-(5-(chlorodifluoromethyl)-1,2,4-oxadiazol-3-yl)imidazo[1,2-a]pyridin-2-yl)-N-(methyl((1-methyl-1H-pyrazol-4-yl)methyl)(oxo)-λ6-sulfaneylidene)acetamide